C(#C)C1=CN=C(S1)S(=O)(=O)N 5-ethynylthiazole-2-sulfonamide